4-[1-(1-cyclobutylethyl)-1H-pyrazol-4-yl]-1H-pyrrolo[2,3-b]pyridine C1(CCC1)C(C)N1N=CC(=C1)C1=C2C(=NC=C1)NC=C2